FC[C@H]1N(CCNC1)C(=O)C1(CC1)C (S)-(2-(fluoromethyl)piperazin-1-yl)(1-methylcyclopropyl)methanone